(4-acetylpiperazin-1-yl)-N-(4-(2-chlorophenyl)thiazol-2-yl)picolinamide C(C)(=O)N1CCN(CC1)C=1C(=NC=CC1)C(=O)NC=1SC=C(N1)C1=C(C=CC=C1)Cl